[(1s,3R)-5-bromo-1-methyl-1,2,3,4-tetrahydroisoquinolin-3-yl]methanol hydrochloride Cl.BrC1=C2C[C@@H](N[C@H](C2=CC=C1)C)CO